anthraquinone-2-sulphonate sodium [Na+].C1=C(C=CC=2C(C3=CC=CC=C3C(C12)=O)=O)S(=O)(=O)[O-]